ClC=1C(=NC(=NC1)N[C@H]1CN(CC1)CCC1CCNCC1)NC1=C(C=CC=C1)S(=O)(=O)C (R)-5-chloro-N4-(2-(methylsulfonyl)phenyl)-N2-(1-(2-(piperidin-4-yl)Ethyl)pyrrolidin-3-yl)pyrimidine-2,4-diamine